2-((3,5-difluorophenyl)amino)-7-nitroquinazolin-4(3H)-one FC=1C=C(C=C(C1)F)NC1=NC2=CC(=CC=C2C(N1)=O)[N+](=O)[O-]